C1(=CC=CC2=CC=CC=C12)[C@H](C)N (S)-1-(naphthalen-1-yl)ethane-1-amine